3,8-di-azabicyclo[3.2.1]octane-3-carboxylate C12CN(CC(CC1)N2)C(=O)[O-]